CC=1SC2=C(N1)CCCC2=O 2-methyl-5,6-dihydrobenzo[d]thiazol-7(4H)-one